C1C\C=C\CCCCCCCCCCCCC(=O)OC1=O trans-3-hexadecene-1,16-dicarboxylic anhydride